C(C)(C)(C)OC(=O)N1CCN(CC1)C(C1=C(C=C(C(=C1)CC1=CN=C(S1)N)C)OC)=O 4-(5-((2-aminothiazol-5-yl)methyl)-2-methoxy-4-methylbenzoyl)piperazine-1-carboxylic acid tert-butyl ester